1-(2-azidoethyl)-4-(trifluoromethyl)benzene N(=[N+]=[N-])CCC1=CC=C(C=C1)C(F)(F)F